The molecule is a sulfone resulting from the oxidation of the sulfur atom of dibenzothiophene. It is a member of dibenzothiophenes and a sulfone. It derives from a dibenzothiophene. C1=CC=C2C(=C1)C3=CC=CC=C3S2(=O)=O